Cl.FC(C=1C=C2C=CC(=NC2=CC1)OCCN)(F)F 2-((6-(trifluoromethyl)quinolin-2-yl)oxy)ethylamine hydrochloride